OC1=C(C=CC=C1)CCC(=O)OC methyl 3-(2-hydroxyphenyl)propanoate